3-[[(1R)-1-(3,6-dimethyl-2-morpholino-4-oxo-quinazolin-8-yl)ethyl]amino]pyridazine-4-carboxylate CN1C(=NC2=C(C=C(C=C2C1=O)C)[C@@H](C)NC=1N=NC=CC1C(=O)[O-])N1CCOCC1